C(C1=CC=CC=C1)NC(N(C1=NC=C(C=C1)C=1C=NC(=NC1)OC)[C@@H]1CC[C@H](CC1)NC1=NC=C(C(=N1)N1CC(C1)(C)O)C#N)=O 3-benzyl-1-(trans-4-((5-cyano-4-(3-hydroxy-3-methylazetidin-1-yl)pyrimidin-2-yl)amino)-cyclohexyl)-1-(5-(2-methoxypyrimidin-5-yl)pyridin-2-yl)urea